OC1=C(C=C(C=C1CO)C(C)(C)C1=CC(=C(C(=C1)CO)O)CO)CO 2,2-bis(4-hydroxy-3,5-dihydroxymethylphenyl)propane